CC=1N=NN(C1COC=1C=C2CCN(CC2=CN1)C(C)=O)C=1C=NC(=CC1)C 1-(6-{[4-methyl-1-(6-methylpyridin-3-yl)-1H-1,2,3-triazol-5-yl]methoxy}-1,2,3,4-tetrahydro-2,7-naphthyridin-2-yl)ethan-1-one